2,5-dimethoxyphenylboric acid COC1=C(C=C(C=C1)OC)OB(O)O